N-(1'-(4-((2-azaspiro[3.3]heptan-2-yl)sulfonyl)thiophene-2-carbonyl)-4,4-difluorospiro[cyclohexane-1,3'-indolin]-5'-yl)ethanesulfonamide C1N(CC12CCC2)S(=O)(=O)C=2C=C(SC2)C(=O)N2CC1(C3=CC(=CC=C23)NS(=O)(=O)CC)CCC(CC1)(F)F